3-oxo-3-(2-(2-((1-phenylpyrrolidin-3-yl)amino)pyrimidine-5-carbonyl)hydrazino)propionic acid ethyl ester C(C)OC(CC(NNC(=O)C=1C=NC(=NC1)NC1CN(CC1)C1=CC=CC=C1)=O)=O